CYCLOPROPYLMETHYLAMINE C1(CC1)CN